8-(trans-4-aminocyclohexyloxy)-7-(3-methoxypyrrolidin-1-yl)-5,5-dimethyl-6H-benzo[H]quinazolin-4-amine N[C@@H]1CC[C@H](CC1)OC=1C=CC2=C(CC(C=3C(=NC=NC23)N)(C)C)C1N1CC(CC1)OC